C(#N)/C(/C(=O)O)=C/C1=CC=C(C=C1)N(C1=CC=CC=C1)C1=CC=CC=C1 (Z)-2-cyano-3-(4-(diphenylamino)phenyl)acrylic acid